(S)-N-cyclopropyl-5-(4-(4-(trifluoromethyl)pyrazolo[1,5-a]pyridin-2-yl)-1,4,6,7-tetrahydro-5H-imidazo[4,5-c]pyridin-5-yl)pyrazine-2-carboxamide C1(CC1)NC(=O)C1=NC=C(N=C1)N1[C@@H](C2=C(CC1)NC=N2)C2=NN1C(C(=CC=C1)C(F)(F)F)=C2